N-{[5-chloro-6-(6-fluoro-5-methoxy-2-pyridyl)-2-indolyl]methyl}-perhydro-2-furamide ClC=1C=C2C=C(NC2=CC1C1=NC(=C(C=C1)OC)F)CNC(=O)C1OCCC1